2,3,5,6-tetramethyl-1,4-dioxane CC1OC(C(OC1C)C)C